4-{[3-(8-{[(3R,4R)-3-fluorooxan-4-yl]amino}-3-[(trifluoromethyl)sulfanyl]imidazo[1,2-a]pyridin-2-yl)prop-2-yn-1-yl]amino}-N-methyl-3-[(1-methylazetidin-3-yl)oxy]benzamide F[C@H]1COCC[C@H]1NC=1C=2N(C=CC1)C(=C(N2)C#CCNC2=C(C=C(C(=O)NC)C=C2)OC2CN(C2)C)SC(F)(F)F